BrC=1C=2N(C=CC1)C=NC2 8-bromoimidazo[1,5-a]pyridine